tert-butyl-dimethyl-[[3-[5-[(3R)-3-[(2,5,7-trimethyl-[1,2,4]triazolo[1,5-a]pyrimidin-6-yl)oxy]pyrrolidin-1-yl]pyrimidin-2-yl]-1-bicyclo[1.1.1]pentanyl]methoxy]silane C(C)(C)(C)[Si](OCC12CC(C1)(C2)C2=NC=C(C=N2)N2C[C@@H](CC2)OC=2C(=NC=1N(C2C)N=C(N1)C)C)(C)C